N-(1-(2-fluoroethyl)piperidin-4-yl)-5-(imidazo[1,2-a]pyridin-6-yl)-4-methoxypyrrolo[2,1-f][1,2,4]triazin-2-amine FCCN1CCC(CC1)NC1=NN2C(C(=N1)OC)=C(C=C2)C=2C=CC=1N(C2)C=CN1